CC1(CC(C2=CC=CC=C12)CC(=O)O)C (3,3-dimethyl-2,3-dihydro-1H-inden-1-yl)acetic acid